3-(4-methoxybenzylidene)-5-(4-pyridyl)-N-methyl-4-piperidone COC1=CC=C(C=C2CN(CC(C2=O)C2=CC=NC=C2)C)C=C1